2-chloro-N-[2-(2,4-dimethylphenyl)-2,2-difluoroethyl]-5-(2-fluoro-3-methylphenoxy)-3-methylpyridine-4-carboxamide ClC1=NC=C(C(=C1C)C(=O)NCC(F)(F)C1=C(C=C(C=C1)C)C)OC1=C(C(=CC=C1)C)F